3-(3-(4-(2,5-dichlorophenyl)piperazin-1-yl)-3-oxopropyl)-8-methyl-3,5-dihydro-4H-pyrimido[5,4-b]indol-4-one ClC1=C(C=C(C=C1)Cl)N1CCN(CC1)C(CCN1C=NC2=C(NC=3C=CC(=CC23)C)C1=O)=O